1-(6,7-dihydro-5H-benzo[6,7]cyclohepta[1,2-c]pyridazin-3-yl)-N3-(4-(piperidin-1-ylprop-1-enyl)phenyl)-1H-1,2,4-triazole-3,5-diamine N1=NC(=CC2=C1C1=C(CCC2)C=CC=C1)N1N=C(N=C1N)NC1=CC=C(C=C1)C=CCN1CCCCC1